N1=C(C=NC2=CC=CC=C12)C(=O)N1CCNCC1 (quinoxaline-2-carbonyl)piperazin